C1(CC1)C=1N=CC(=NC1)NC1=NC(=NC=C1)S(=O)(=O)C N-(5-Cyclopropylpyrazin-2-yl)-2-methylsulfonyl-pyrimidin-4-amine